(2E)-3-Cyclohexylprop-2-enoic acid methyl ester COC(\C=C\C1CCCCC1)=O